FC1(C[C@@H](CC1)NC1=NC(=NC(=N1)NC1=CC(=NC=C1)C(F)(F)F)C1=NC(=NC=C1)C(F)(F)F)F (R)-N2-(3,3-difluorocyclopentyl)-N4-(2-(trifluoromethyl)pyridin-4-yl)-6-(2-(trifluoromethyl)pyrimidin-4-yl)-1,3,5-triazine-2,4-diamine